COC1=C(C=CC(=N1)C=1N=NC(=CC1)OC1CC(NC(C1)(C)C)(C)C)C1=NN(N=C1)C 3-[6-methoxy-5-(2-methyl-1,2,3-triazol-4-yl)pyridin-2-yl]-6-[(2,2,6,6-tetramethylpiperidin-4-yl)oxy]pyridazine